2-(2,4-difluoro-6-nitrophenyl)acetic acid methyl ester COC(CC1=C(C=C(C=C1[N+](=O)[O-])F)F)=O